N-methyl-N-((2-methylbenzofuran-3-yl)methyl)acrylamide CN(C(C=C)=O)CC1=C(OC2=C1C=CC=C2)C